8-tert-Butyl 2-methyl (1S*,2S*,5S*)-8-azabicyclo[3.2.1]octane-2,8-dicarboxylate [C@@H]12[C@H](CC[C@@H](CC1)N2C(=O)OC(C)(C)C)C(=O)OC |o1:0,1,4|